F\C=C/1\[C@](CN(CC1)C)(C)C(C)OC=1N=CC2=C(N1)C=CN=C2 2-(1-((S,E)-4-(fluoromethylene)-1,3-dimethylpiperidin-3-yl)ethoxy)pyrido[4,3-d]pyrimidine